C12N(CC2CC1)C(=O)C1=NC(=CC=C1C(F)F)Cl 2-azabicyclo[2.2.0]hexan-2-yl-[6-chloro-3-(difluoromethyl)-2-pyridyl]methanone